1-(1-cyclopropyl-1-methyl-ethyl)pyrrole-3-carboxylic acid C1(CC1)C(C)(C)N1C=C(C=C1)C(=O)O